C(C)OC(C(C(=O)OCC)(OCC1=NNC2=CC(=CC=C12)N1N=NC2=C1C=C(C=C2F)Br)CC2=CC=CC=C2)=O 2-benzyl-2-((6-(6-bromo-4-fluoro-1H-benzo[d][1,2,3]triazol-1-yl)-1H-indazol-3-yl)methoxy)malonic acid diethyl ester